BrC=1C=NC(=NC1)N1C[C@H]2N(C3=C(OC2)C=C(C=C3)NC(C(=O)C=3N(C(=CC3C3=CC=CC=C3)C)C)=O)CC1 (R)-N-(3-(5-bromopyrimidin-2-yl)-1,2,3,4,4a,5-hexahydrobenzo[b]pyrazino[1,2-d][1,4]oxazin-8-yl)-2-(1,5-dimethyl-3-phenyl-1H-pyrrol-2-yl)-2-oxoacetamide